(S)-N-methyl-3-(isoquinolin-4-yloxy)-3-(thiophen-2-yl)propan-1-amine CNCC[C@@H](C=1SC=CC1)OC1=CN=CC2=CC=CC=C12